FC=1C(=NC(=CC1)O)C(=O)N(C)C1=CC=C(C=C1)F 3-fluoro-N-(4-fluorophenyl)-6-hydroxy-N-methylpyridine-2-carboxamide